C(CCNCCN)C(CN)N 1,N1'-(propane-1,3-diyl)bis(ethane-1,2-diamine)